N-((2-oxoindolin-5-yl)methyl)piperidine-4-carboxamide O=C1NC2=CC=C(C=C2C1)CNC(=O)C1CCNCC1